2-(2-(2-(difluoromethoxy)-7-methylquinoxalin-5-yl)-4-fluorobenzo[d]thiazol-6-yloxy)ethanamine FC(OC1=NC2=CC(=CC(=C2N=C1)C=1SC2=C(N1)C(=CC(=C2)OCCN)F)C)F